3-Amino-6-cyclopropyl-4-(6,7-difluoro-1H-indazol-4-yl)-5-methyl-1H-1,7-phenanthrolin-2-one NC=1C(NC2=C3C=CC=NC3=C(C(=C2C1C1=C2C=NNC2=C(C(=C1)F)F)C)C1CC1)=O